NC1=NC=2C=CC=CC2C2=C1N=CN2CC2=CC=C(C=C2)CN2CCCC2 4-Amino-1-({4-[(pyrrolidin-1-yl)methyl]phenyl}methyl)-1H-imidazo[4,5-c]quinoline